COC(=O)C1CCC(CC1)CN(C)CC=1C(=NC(=CC1)C=1C(=C(C=CC1)C1=C(C(=CC=C1)N)C)Cl)OC (1r,4r)-4-((((6-(3'-amino-2-chloro-2'-methyl-[1,1'-biphenyl]-3-yl)-2-methoxypyridin-3-yl)methyl)(methyl)amino)methyl)cyclohexane-1-carboxylic acid methyl ester